(7S)-7-(2-fluorophenyl)-N-[(6S)-4-methyl-5-oxo-7,8-dihydro-6H-pyrazolo[1,5-a][1,3]diazepin-6-yl]-6,7-dihydro-5H-pyrrolo[1,2-b][1,2,4]triazole-2-carboxamide FC1=C(C=CC=C1)[C@@H]1CCN2N=C(N=C21)C(=O)N[C@@H]2C(N(C=1N(CC2)N=CC1)C)=O